C(C)(C)(C)OC(=O)NC(C(=O)N1CC2(C1)CCN(CC2)C(=O)OCC2=CC=CC=C2)C(=O)OCC benzyl 2-(2-((tert-butoxycarbonyl) amino)-3-ethoxy-3-oxopropanoyl)-2,7-diazaspiro[3.5]nonane-7-carboxylate